OC(CN1C=NC2=C(C1=O)C=C(N=C2C=2C=NC=CC2)C2=CN=C(S2)C(F)(F)F)(C)C 3-(2-hydroxy-2-methylpropyl)-8-(pyridin-3-yl)-6-(2-(trifluoromethyl)thiazol-5-yl)pyrido[3,4-d]pyrimidin-4(3H)-one